COC(C(=O)N1C(CCC(C1)C)C1=CC=C2C=NN(C2=C1)C)=O 2-(5-Methyl-2-(1-methyl-1H-indazol-6-yl)piperidin-1-yl)-2-oxoacetic acid methyl ester